5-[7-[[5-[3-(dimethylamino)azetidine-1-carbonyl]-2-pyridyl]amino]-3-methyl-imidazo[4,5-b]pyridin-5-yl]oxy-4-methyl-pyridine-2-carbonitrile CN(C1CN(C1)C(=O)C=1C=CC(=NC1)NC1=C2C(=NC(=C1)OC=1C(=CC(=NC1)C#N)C)N(C=N2)C)C